methyl 4-(5-(1-fluoro-2-methylpropan-2-yl)-1,2,4-oxadiazol-3-yl)benzoate FCC(C)(C)C1=NC(=NO1)C1=CC=C(C(=O)OC)C=C1